C(C1=CC=CC=C1)OC1=C2C(=CNC2=CC=C1)CCN(C)C 2-(4-(benzyloxy)-1H-indol-3-yl)-N,N-dimethylethan-1-amine